ClC1=CC=C(N=N1)C1(CC1)C(=O)N 1-(6-chloropyridazin-3-yl)cyclopropanecarboxamide